C(C)(C)(C)C1=NC(=NO1)C(=O)NCC1=C(C=C(C=C1)C1=NC=NN2C1=CC(=C2)C(N(C)C)=O)C 5-(tert-butyl)-N-(4-(6-(dimethylcarbamoyl)pyrrolo[2,1-f][1,2,4]triazin-4-yl)-2-methylbenzyl)-1,2,4-oxadiazole-3-carboxamide